COC=1C(=NN2C1C(=NC(=C2)C)C)C=2SC1=C(N2)SC(=C1)C1CCN(CC1)C(=O)OC(C)(C)C tert-butyl 4-(2-{3-methoxy-4,6-dimethylpyrazolo[1,5-a]pyrazin-2-yl}thieno[2,3-d][1,3]thiazol-5-yl)piperidine-1-carboxylate